2-[(2S,3R)-2-amino-3-methoxybutanoyl]-5-{2-[(2S,3R)-2-amino-3-methoxybutanoyl]-1,3-dioxo-2,3-dihydro-1H-indene-5-carbonyl}-2,3-dihydro-1H-indene-1,3-dione N[C@H](C(=O)C1C(C2=CC=C(C=C2C1=O)C(=O)C=1C=C2C(C(C(C2=CC1)=O)C([C@H]([C@@H](C)OC)N)=O)=O)=O)[C@@H](C)OC